(1R,2S,5S)-N-[cyano(phthalazin-1-yl)methyl]-6,6-dimethyl-3-[(2S)-3-tetrahydrofuran-3-yl-2-[(2,2,2-trifluoroacetyl)amino]propanoyl]-3-azabicyclo[3.1.0]hexane-2-carboxamide C(#N)C(NC(=O)[C@@H]1[C@H]2C([C@H]2CN1C([C@H](CC1COCC1)NC(C(F)(F)F)=O)=O)(C)C)C1=NN=CC2=CC=CC=C12